C(#N)C1=CC=C(C=C1)C(NC(=O)C=1C(NC(=CC1)C(F)(F)F)=O)C1=CC=C(C=C1)C#N N-(bis(4-cyanophenyl)methyl)-2-oxo-6-(trifluoromethyl)-1,2-dihydropyridine-3-carboxamide